4-(1-(2,6-dioxopiperidin-3-yl)-3-methyl-2-oxo-2,3-dihydro-1H-benzo[d]imidazol-4-yl)-5,6-dihydropyridine-1(2H)-carboxylic acid tert-butyl ester C(C)(C)(C)OC(=O)N1CC=C(CC1)C1=CC=CC=2N(C(N(C21)C)=O)C2C(NC(CC2)=O)=O